N-[1-[4-chloro-3-(triazol-2-yl)-2-pyridyl]ethyl]-3,5-bis(trifluoro-methyl)benzamide ClC1=C(C(=NC=C1)C(C)NC(C1=CC(=CC(=C1)C(F)(F)F)C(F)(F)F)=O)N1N=CC=N1